2-(4-fluorophenyl)quinoline-7-carboxylic acid FC1=CC=C(C=C1)C1=NC2=CC(=CC=C2C=C1)C(=O)O